2'-chloro-4'-(oxetan-3-yloxy)-4,5,5',6'-tetrahydro-2H-spiro[furan-3,8'-Pyrano[3,4-b]pyridine] ClC1=CC(=C2C(=N1)C1(OCC2)COCC1)OC1COC1